OC(CC=CCCCCCCCC(=O)O)C(CC=CCC)O 12,13-dihydroxyoctadeca-9,15-dienoic acid